O1CC(CCC1)O oxan-3-ol